N-(7-(benzyloxy)-6-(1,1-dioxido-4-oxo-1,2,5-thiadiazolidin-2-yl)-5-fluoronaphthalen-2-yl)-3-bromopropanamide C(C1=CC=CC=C1)OC1=C(C(=C2C=CC(=CC2=C1)NC(CCBr)=O)F)N1S(NC(C1)=O)(=O)=O